C(C)(C)(C)C=1C(=CC=C(C1)C(C=O)C)O 5-t-butyl-4-hydroxyphenylpropionaldehyde